selenosulfone tert-butyl-(5R)-5-[(3-{[tert-butyl(diphenyl)silyl]oxy}-5-iodopentanoyl)amino]-3,3-difluoropiperidine-1-carboxylate C(C)(C)(C)OC(=O)N1CC(C[C@H](C1)NC(CC(CCI)O[Si](C1=CC=CC=C1)(C1=CC=CC=C1)C(C)(C)C)=O)(F)F.[Se]=S(=O)=O